OC1(CN(C1)C1=C(C=C2C(C(=CN(C2=N1)C1=NC=NS1)C(=O)O)=O)F)O 7-(3,3-dihydroxyazetidin-1-yl)-6-fluoro-4-oxo-1-(1,2,4-thiadiazol-5-yl)-1,4-dihydro-1,8-naphthyridine-3-carboxylic acid